1,3-dihydrofuro[3,4-c]pyridin-7-ol C1OCC=2C=NC=C(C21)O